2-(2,6-dioxopiperidin-3-yl)-5-[4-[4-(piperidin-4-yl)butyl]piperazin-1-yl]isoindole-1,3-dione O=C1NC(CCC1N1C(C2=CC=C(C=C2C1=O)N1CCN(CC1)CCCCC1CCNCC1)=O)=O